C(C)(C)[Si](C#CC1=CC=CC2=CC(=CC(=C12)B1OC(C(O1)(C)C)(C)C)OCOC)(C(C)C)C(C)C Triisopropyl-((6-(methoxymethoxy)-8-(4,4,5,5-tetramethyl-1,3,2-dioxaborolan-2-yl)naphthalen-1-yl)ethynyl)silane